C(C)(C)(C)OC(=O)N(C1CC=2C(OC1)=C(SC2C)C(=O)O)C 3-((tert-butoxycarbonyl)(methyl)amino)-5-methyl-3,4-dihydro-2H-thieno[3,4-b]pyran-7-carboxylic acid